C1(=CC=CC=C1)[N+]#N benzenediazonium